1-(benzo[b]thiophen-5-yl)-1-fluoro-N-methylpropan-2-amine S1C2=C(C=C1)C=C(C=C2)C(C(C)NC)F